((1r,3r)-1'-(4-methoxybenzyl)-2'-oxo-1',2'-dihydrospiro(cyclobutane-1,3'-pyrrolo[3,2-b]pyridin)-3-yl) carbamate C(N)(OC1CC2(C(N(C=3C2=NC=CC3)CC3=CC=C(C=C3)OC)=O)C1)=O